C[C@@H]1CN2C(O1)=NC(=C2)[Sn](CCCC)(CCCC)CCCC (R)-2-methyl-6-(tributylstannyl)-2,3-dihydroimidazo[2,1-b]oxazole